methyl 2-(dibromomethyl)-4-(trifluoromethyl)benzoate BrC(C1=C(C(=O)OC)C=CC(=C1)C(F)(F)F)Br